1-(2-(4-chloro-3-fluorophenoxy)acetamido)-N-(5-chlorobenzo[d]oxazol-2-yl)piperidine-4-carboxamide ClC1=C(C=C(OCC(=O)NN2CCC(CC2)C(=O)NC=2OC3=C(N2)C=C(C=C3)Cl)C=C1)F